(3R)-N-{6,7-dimethoxy-1H,2H,3H-cyclopenta[b]quinolin-9-yl}-1-methylazepan-3-amine-2HCl Cl.Cl.COC=1C(=CC=2C(=C3C(=NC2C1)CCC3)N[C@H]3CN(CCCC3)C)OC